C(C)OC(C(C)SSC(C(=O)OCC)C)=O bis(2-ethoxy-1-methyl-2-oxoethyl) disulfide